N-(2-(3-Methyl-9-(1-methyl-1H-pyrazol-4-yl)imidazo[2,1-f][1,6]naphthyridin-2-yl)phenyl)acrylamide CC1=C(N=C2C=3C=C(C=NC3C=CN21)C=2C=NN(C2)C)C2=C(C=CC=C2)NC(C=C)=O